(2-(tridec-1-en-1-yloxy)ethyl)benzene C(=CCCCCCCCCCCC)OCCC1=CC=CC=C1